tri-phenylalanine C1(=CC=CC=C1)C([C@H](N)C(=O)O)(C1=CC=CC=C1)C1=CC=CC=C1